ICCCC#CCCCCCC(OCCCCCCCC)OCCCCCCCC 11-iodo-1,1-dioctyloxy-7-undecayne